C(C)(C)(C)[Si](OC1=CC=C(C=C1)C(C)O)(C)C 1-[4-[(tertbutyldimethylsilyl)oxy]phenyl]ethan-1-ol